BrC1=CC=C(C=C1)C(=O)C1=CC(=CC=C1)[N+](=O)[O-] (4-bromophenyl)(3-nitrophenyl)methanone